5-(3-Chlorophenyl)-2-methyl-N-(3-(2-oxopropyl)-1,2,4-thiadiazol-5-yl)furan-3-carboxamide ClC=1C=C(C=CC1)C1=CC(=C(O1)C)C(=O)NC1=NC(=NS1)CC(C)=O